2-β-hydroxyethoxy-p-phenylenediamine OCCOC1=C(C=CC(=C1)N)N